3-methoxy-4-[4-(trifluoromethyl)imidazol-1-yl]Aniline COC=1C=C(N)C=CC1N1C=NC(=C1)C(F)(F)F